9-(3-Bromophenyl)-9'-phenyl-3,3'-bi-9H-carbazole BrC=1C=C(C=CC1)N1C2=CC=CC=C2C=2C=C(C=CC12)C=1C=CC=2N(C3=CC=CC=C3C2C1)C1=CC=CC=C1